9-(4-propoxyphenyl)-3,4,6,7,8,9-hexahydropyrido[2,1-c][1,2,4]thiadiazine 2,2-dioxide C(CC)OC1=CC=C(C=C1)C1CCCN2C1=NS(CC2)(=O)=O